BrC(=CC1=CC(=CC=C1)C(F)(F)F)Br 1-(2,2-dibromovinyl)-3-trifluoromethylbenzene